Ibuprofen-d3 [2H]C([2H])([2H])C(C1=CC=C(C=C1)CC(C)C)C(=O)O